COC1=C(C=CC=C1)NC=1N=CC2=C(N1)N1C(=NCCC1)C(=C2)C2=C1C=NNC1=CC=C2C N-(2-methoxyphenyl)-6-(5-methyl-1H-indazol-4-yl)-9,10-dihydro-8H-pyrido[1,6-a:2,3-d']dipyrimidin-2-amine